(2R,4S,5R,6R)-6-((1R,2R)-3-(2-(1H-indol-5-yl)acetamido)-1,2-dihydroxypropyl)-4-hydroxy-5-(2-hydroxyacetamido)-2-(oct-7-yn-1-yloxy)tetrahydro-2H-pyran-2-carboxylic acid N1C=CC2=CC(=CC=C12)CC(=O)NC[C@H]([C@@H](O)[C@H]1[C@@H]([C@H](C[C@@](O1)(C(=O)O)OCCCCCCC#C)O)NC(CO)=O)O